OC1=CC=C(S1)C=O (5-hydroxythiophen-2-yl)methanone